2,3,4-trimethyl-Hexane CC(C)C(C(CC)C)C